ClC1=CC=C2C=CN=C(C2=C1)NC=1C=CC(=NC1)C(=O)NC1CC2=CC=C(C=C2CC1)OC 5-((7-chloroisoquinolin-1-yl)amino)-N-(6-methoxy-1,2,3,4-tetrahydro-naphthalen-2-yl)picolinamide